tert-butyl 3-(1-(cyclopropylmethyl)-7-(2-ethyl-6-methylpyridin-3-yl)-5-(4-(4-fluoro-2-methoxyphenyl)piperazine-1-carbonyl)-1H-indol-2-yl)-5,6-dihydropyridine-1(2H)-carboxylate C1(CC1)CN1C(=CC2=CC(=CC(=C12)C=1C(=NC(=CC1)C)CC)C(=O)N1CCN(CC1)C1=C(C=C(C=C1)F)OC)C=1CN(CCC1)C(=O)OC(C)(C)C